N-(3,5-dichlorophenyl)-5-(1-methyl-1H-pyrazol-4-yl)-1H-pyrazolo[3,4-b]pyridin-3-amine ClC=1C=C(C=C(C1)Cl)NC1=NNC2=NC=C(C=C21)C=2C=NN(C2)C